1-(2,2-dimethyl-7-((triisopropylsilyl)oxy)-3-vinyl-2H-chromen-6-yl)ethan-1-one CC1(OC2=CC(=C(C=C2C=C1C=C)C(C)=O)O[Si](C(C)C)(C(C)C)C(C)C)C